CN1C(C(=CC=C1)B(O)O)=O (1-methyl-2-oxo-1,2-dihydropyridin-3-yl)boronic acid